S1C(SCCC1)C1=CNC2=CC=CC=C12 3-(1,3-dithian-2-yl)-1H-indole